C(C)N1C2=CC=C(C=C2C=2C=C(C=CC12)C(C)=N)C(C1=C(C=C(C=C1)OCC1OC(OC1)(C)C)C)=O c-1-[9-ethyl-6-{2-methyl-4-(3,3-dimethyl-2,4-dioxacyclopentanylmethyloxy)benzoyl}-9H-carbazol-3-yl]ethane-1-imine